C1=2N3OC4OOC(CCCCCCC5CN6CCCC6(CCC(=NC6=CC=NC=C61)N2)C5)(N4C(=O)[O-])C3 trioxa-2,16,24,28,31,33-hexaazaheptacyclo[21.7.1.12,7.14,7.114,20.016,20.025,30]tetratriaconta-1(31),23,25,27,29-pentaene-33-carboxylate